3,5-dichloro-N-(2,8-dimethyl-4-oxo-3-((1R,2S)-2-phenylcyclobutyl)-3,4-dihydroquinazolin-5-yl)-4-hydroxybenzamide ClC=1C=C(C(=O)NC2=C3C(N(C(=NC3=C(C=C2)C)C)[C@H]2[C@@H](CC2)C2=CC=CC=C2)=O)C=C(C1O)Cl